F[C@@H]1[C@@H](O[C@@H]([C@H]1O)CO)N1C=C(C2=C1N=CN=C2NC(C2=CC=CC=C2)=O)I N-(7-((2R,3S,4R,5R)-3-fluoro-4-hydroxy-5-(hydroxymethyl)tetrahydrofuran-2-yl)-5-iodo-7H-pyrrolo[2,3-d]pyrimidin-4-yl)benzamide